3-methoxy-2,6,6,9-tetramethyl-6H-benzo[C]chromen-8-ol COC1=C(C=C2C3=C(C(OC2=C1)(C)C)C=C(C(=C3)C)O)C